tert-butyl (S)-3-((cyclohexylmethyl)(2-ethoxy-2-oxoethyl)amino)piperidine-1-carboxylate C1(CCCCC1)CN([C@@H]1CN(CCC1)C(=O)OC(C)(C)C)CC(=O)OCC